ClCC(=O)NN chloroacethydrazide